5-(4-phenoxyphenyl)-7H-pyrrolo[2,3-d]pyrimidin-4-amine O(C1=CC=CC=C1)C1=CC=C(C=C1)C1=CNC=2N=CN=C(C21)N